BrC1=C(C=CC=C1)C1=C(CNC1)C(=O)O 4-(2-bromophenyl)-2,5-dihydro-1H-pyrrole-3-carboxylic acid